2-(4-(2-phenylacetyl)piperazin-1-yl)acetamide C1(=CC=CC=C1)CC(=O)N1CCN(CC1)CC(=O)N